(2R,5S)-1-(tert-butoxycarbonyl)-5-phenylpyrrolidine-2-carboxylic acid C(C)(C)(C)OC(=O)N1[C@H](CC[C@H]1C1=CC=CC=C1)C(=O)O